2-chloro-3-[(3,5-difluorophenyl)methoxy]-5-fluoropyridine ClC1=NC=C(C=C1OCC1=CC(=CC(=C1)F)F)F